4-(bromomethyl)-5-cyclopropyl-3-(2,6-dichlorophenyl)isoxazole BrCC=1C(=NOC1C1CC1)C1=C(C=CC=C1Cl)Cl